N-methyl-6-(3-methylimidazo[2,1-b][1,3]thiazol-6-yl)-N-(2,2,6,6-tetramethylpiperidin-4-yl)[1,3]thiazolo[4,5-c]pyridin-2-amine CN(C=1SC2=C(C=NC(=C2)C=2N=C3SC=C(N3C2)C)N1)C1CC(NC(C1)(C)C)(C)C